N-deuteromethyl-methylsulfonamide [2H]CNS(=O)(=O)C